(+/-)-[2-{3,5-difluoro-4-[(3-{2-fluoro-3-[(propan-2-yl)oxy]phenyl}-1H-pyrrolo[2,3-b]pyridin-4-yl)oxy]anilino}-5-methyl-5,6-dihydro-4H-1,3-oxazin-5-yl]methanol FC=1C=C(NC=2OC[C@@](CN2)(C)CO)C=C(C1OC1=C2C(=NC=C1)NC=C2C2=C(C(=CC=C2)OC(C)C)F)F |r|